1-(3,4-difluorobenzyl)imidazoline-2-imine hydrobromide Br.FC=1C=C(CN2C(NCC2)=N)C=CC1F